NC1=C(N=C2N1C=CC=C2Br)C(=O)OCC ethyl 3-amino-8-bromoimidazo[1,2-a]pyridine-2-carboxylate